C(#C)C1=CC=C(OCCCCO)C=C1 4-(4-ethynylphenoxy)butan-1-ol